C1(CCC1)N1C(=NC2=NC(=NC(=C12)N1C[C@@](CCC1)(O)C)OC[C@H]1N(CC(C1)(F)F)C)OC1=CC(=CC2=CC=C(C(=C12)C#C)F)O (3R)-1-(7-Cyclobutyl-2-{[(2S)-4,4-difluoro-1-methylpyrrolidin-2-yl]methoxy}-8-[(8-ethynyl-7-fluoro-3-hydroxy-1-naphthyl)oxy]-7H-purin-6-yl)-3-methylpiperidin-3-ol